N-(4-cyanobenzyl)-5-ethyl-1-methyl-2-oxo-8-((1-sulfamoylcyclopropyl)methoxy)-1,2-dihydro-1,7-naphthyridine-3-carboxamide C(#N)C1=CC=C(CNC(=O)C=2C(N(C3=C(N=CC(=C3C2)CC)OCC2(CC2)S(N)(=O)=O)C)=O)C=C1